ClC=1C(=NC(=NC1)NC1=CC2=C(B(OC2)O)C=C1)NC1CCCCC1 5-((5-chloro-4-(cyclohexylamino)pyrimidin-2-yl)amino)benzo[c][1,2]oxaborol-1(3H)-ol